FC(CN1N=C(C=C1)CN1C(NC(C2=C1C=CN2)=O)OS(=O)(=O)O)F 1-((1-(2,2-difluoroethyl)-1H-pyrazol-3-yl)methyl)-2-sulfoxy-1,2,3,5-tetrahydro-4H-pyrrolo[3,2-d]pyrimidin-4-one